BrC1=C2C=NN(C2=CC(=C1)F)[Si](C(C)C)(C(C)C)C(C)C 4-bromo-6-fluoro-1-(triisopropylsilyl)-1H-indazole